(4-cyclopropyl-1H-1,2,3-triazol-1-yl)-1-(2,2-dimethyltetrahydro-2H-pyran-4-yl)-8-fluoro-1H-imidazo[4,5-c]quinoline C1(CC1)C=1N=NN(C1)C=1N(C2=C(C=NC=3C=CC(=CC23)F)N1)C1CC(OCC1)(C)C